FC=1C(=C(C=C2CCNCC12)O)N1CC(NS1(=O)=O)=O 5-(8-fluoro-6-hydroxy-1,2,3,4-tetrahydroisoquinolin-7-yl)-1λ6,2,5-thiadiazolidine-1,1,3-trione